OP(O)OP(O)O.C(C)(C)(C)C1=C(C=C(C=C1)C(C)(C)C)C(O)(C(CO)(CO)CO)C1=C(C=CC(=C1)C(C)(C)C)C(C)(C)C bis(2,5-di-tert-butylphenyl)pentaerythritol diphosphite